2-((1-(2-hydroxyethyl)-3-(((S)-tetrahydrofuran-3-yl)oxy)-1H-pyrazol-4-yl)amino)-7-((S)-1-methoxypropane-2-yl)-7H-pyrrolo[2,3-d]pyrimidine-6-carbonitrile OCCN1N=C(C(=C1)NC=1N=CC2=C(N1)N(C(=C2)C#N)[C@H](COC)C)O[C@@H]2COCC2